ClCC(=O)N1CCCC2=CC(=C(C=C12)N[C@@]1(NC=2N(C(CN(C2C(N1)=O)C)CC)C1CCCC1)N)OC (R)-2-{[1-(2-chloroacetyl)-6-methoxy-1,2,3,4-tetrahydroquinolin-7-yl]amino}-8-cyclopentyl-7-ethyl-5-methyl-7,8-dihydropterin